tert-butyl 3-(6-(benzyloxy) pyridazin-3-yl)-4-oxopiperidine-1-carboxylate C(C1=CC=CC=C1)OC1=CC=C(N=N1)C1CN(CCC1=O)C(=O)OC(C)(C)C